7-((1s,3s)-3-(((tert-butyldimethylsilyl)oxy)methyl)cyclobutyl)-1-methyl-1,3-dihydro-2H-benzo[d]imidazol-2-one [Si](C)(C)(C(C)(C)C)OCC1CC(C1)C1=CC=CC2=C1N(C(N2)=O)C